C(#N)C1=CC(=C(C=N1)O[C@H]1C[C@H](N(CC1)C(=O)OC(C)(C)C)C(F)(F)F)C1=CC=2N(C=C1)N=C(C2)NC(=O)C2CC2 tert-butyl (2S,4R)-4-((6-cyano-4-(2-(cyclopropanecarboxamido)pyrazolo[1,5-a]pyridin-5-yl)pyridin-3-yl)oxy)-2-(trifluoromethyl)piperidine-1-carboxylate